4-{[5-(1-cyclopropyl-1H-benzo[d][1,2,3]triazol-5-yl)-3-(4-fluorophenyl)-1H-pyrazol-1-yl]methyl}-N-hydroxybenzamide C1(CC1)N1N=NC2=C1C=CC(=C2)C2=CC(=NN2CC2=CC=C(C(=O)NO)C=C2)C2=CC=C(C=C2)F